C(C1=CC=CC=C1)OC1=NC=C2C=CN=C(C2=C1)OC 7-(benzyloxy)-1-methoxy-2,6-naphthyridine